FC1=C(C(=C(C=C1F)F)F)OC(C1=CN=C(C=C1)[18F])=O 6-[18F]fluoronicotinic acid-2,3,5,6-tetrafluorophenyl ester